tert-butyl 4-[[[4-[3-amino-6-(2-hydroxyphenyl)pyridazin-4-yl]-1-phenyl-piperazine-2-carbonyl]amino]methyl]piperidine-1-carboxylate NC=1N=NC(=CC1N1CC(N(CC1)C1=CC=CC=C1)C(=O)NCC1CCN(CC1)C(=O)OC(C)(C)C)C1=C(C=CC=C1)O